6-chloro-2-iodo-1-((2-(trimethylsilyl)ethoxy)methyl)-1H-pyrrolo[3,2-c]Pyridine ClC1=CC2=C(C=N1)C=C(N2COCC[Si](C)(C)C)I